CC1=CC=C(C=C1)C=1C=C(C(N(N1)C1=CC=CC=C1)=O)C(=O)OC methyl 6-(4-methylphenyl)-3-oxo-2-phenyl-2,3-dihydropyridazine-4-carboxylate